COC=1C=CC2=C(C=C(O2)CCN(C(C)C)C(C)C)C1 5-methoxy-N,N-diisopropylbenzofuranethylamine